C(C)(=O)N1C(=CC2=NC(=C(C=C21)C)N)CN2C(=CC=CC2=O)C(=O)N(C)C2=CC=C(C=C2)F 1-((1-acetyl-5-amino-6-methyl-1H-pyrrolo[3,2-b]pyridin-2-yl)methyl)-N-(4-fluorophenyl)-N-methyl-6-oxo-1,6-dihydropyridine-2-carboxamide